(R)-1-(4,5-dichloro-1H-indole-2-carbonyl)pyrrolidine-3-carboxamide ClC1=C2C=C(NC2=CC=C1Cl)C(=O)N1C[C@@H](CC1)C(=O)N